C(#C)C=1CCN(CC1)C(C)=O 1-(4-Ethynyl-3,6-dihydropyridin-1(2H)-yl)ethan-1-one